ClCC12CC3CC(CC(C1)C3)C2 1-(chloromethyl)adamantane